BrC1=C(C=CC(=C1)F)CC(=O)NC1=CN(C(C=C1)=O)C1=CC=CC=C1 2-(2-bromo-4-fluorophenyl)-N-(6-oxo-1-phenyl-1,6-dihydropyridin-3-yl)acetamide